C(C)(C)C1=NN(C(C2=C1N=C(C=C2)SC)=O)CC(=O)OC methyl 2-(8-isopropyl-2-(methylthio)-5-oxopyrido[2,3-d]pyridazin-6(5H)-yl)acetate